C(CCCCCCC=CC=CC)CC(=O)O.C(CCCCCCC=CC=CC)CC(=O)O dodec-8,10-dien-1-ylacetate (dodeca-8,10-dien-1-yl acetate)